(R)-8-(2-fluoro-4-(1-phenylethoxy)phenyl)-6-(1,2,3,6-tetrahydropyridin-4-yl)-9H-purine FC1=C(C=CC(=C1)O[C@H](C)C1=CC=CC=C1)C=1NC2=NC=NC(=C2N1)C=1CCNCC1